OC1=C(C(=CC(=C1)C(F)(F)F)C)C1=CC2=C(N=N1)N(CC2)[C@H]2[C@@H](C(OC2)(C)C)O (3S,4R)-4-(3-(2-hydroxy-6-methyl-4-(trifluoromethyl)phenyl)-5,6-dihydro-7H-pyrrolo[2,3-c]pyridazin-7-yl)-2,2-dimethyltetrahydrofuran-3-ol